(R)-[(2R,5R)-5-propyl-2-pyrrolidinyl](o-chlorophenyl)methanol C(CC)[C@@H]1CC[C@@H](N1)[C@H](O)C1=C(C=CC=C1)Cl